1-cyano-2-oxo-1-(9H-thioxanthen-9-ylidene)-6,9,12-trioxa-3-azatetradecan-14-yl methacrylate C(C(=C)C)(=O)OCCOCCOCCOCCNC(C(=C1C2=CC=CC=C2SC=2C=CC=CC12)C#N)=O